1-(5-(2,6-difluorophenethyl)-2,3-dihydro-1H-inden-1-yl)piperidine-4-carboxylic acid FC1=C(CCC=2C=C3CCC(C3=CC2)N2CCC(CC2)C(=O)O)C(=CC=C1)F